C(C)(C)(C)OC(=O)NCCOC1=C(C=CC(=C1)F)NC1=C(C(=O)O)C=C(C=C1)C(F)(F)F 2-((2-(2-((tert-butoxycarbonyl)amino)ethoxy)-4-fluorophenyl)amino)-5-(trifluoromethyl)benzoic acid